FC(C(=O)NC1=CC=CC=C1)(CC(CC1=CC=C(C=C1)F)O)F 2,2-difluoro-5-(4-fluorophenyl)-4-hydroxy-N-phenylpentanamide